allylhydroxy-propanesulfonic acid C(C=C)C(CC)(S(=O)(=O)O)O